NC=1N=C(SC1C(=O)C1=CC=C(OCC(=O)NC2=C(C(=O)N)C=CC=C2)C=C1)N(C1=CC=C(C=C1)F)C(C(=O)N)C [[2-[4-[4-amino-2-(N-[2-amino-1-methyl-2-oxoethyl]-4-fluoro-anilino)thiazole-5-carbonyl]phenoxy]acetyl]amino]benzamide